C(C)(=O)ON=C(C(=O)C1=C(C=CC=C1)SC1=CC=C(C=C1)OCCO)C N-acetyloxy-1-[4-(2-hydroxyethyloxy)phenylsulfanylphenyl]propan-1-one-2-imine